ClC=1C(=NC=CC1C=1C=CC=2C(=NC=C(N2)N2CCC(CC2)(C)NC(OC(C)(C)C)=O)N1)F tert-butyl (1-(6-(3-chloro-2-fluoropyridin-4-yl)pyrido[2,3-b]pyrazin-2-yl)-4-methylpiperidin-4-yl)carbamate